CN(CCC(=O)N(CCCC)CCCC)C 3-dimethylamino-N,N-dibutylpropionamide